(S)-1-((oxetane-2-yl)methyl)-2-((4-(6-((7-(trifluoromethyl)quinolin-4-yl)methoxy)pyridin-2-yl)piperidin-1-yl)methyl-yl)-1H-benzo[d]imidazole-6-carboxylic acid O1[C@@H](CC1)CN1C(NC2=C1C=C(C=C2)C(=O)O)=CN2CCC(CC2)C2=NC(=CC=C2)OCC2=CC=NC1=CC(=CC=C21)C(F)(F)F